CC1=C(C=CC(=N1)NC(=O)C1CC(CC1)C(C(=O)OCC)C)NC1=NC(=CC=C1[N+](=O)[O-])C1=CC=CC=C1 ethyl 2-(3-((6-methyl-5-((3-nitro-6-phenylpyridin-2-yl)amino)pyridin-2-yl)carbamoyl)cyclopentyl)propanoate